N-(rel-(4S,5S)-7-ethyl-4-(4-fluorophenyl)-3-methyl-6-oxo-1-phenyl-4,5,6,7-tetrahydro-1H-pyrazolo[3,4-b]pyridin-5-yl)-3-methylbenzamide C(C)N1C2=C([C@@H]([C@@H](C1=O)NC(C1=CC(=CC=C1)C)=O)C1=CC=C(C=C1)F)C(=NN2C2=CC=CC=C2)C |o1:5,6|